1-(2-amino-3-pyridyl)pyrrolidin-2-one NC1=NC=CC=C1N1C(CCC1)=O